Methyl ((S)-1-((S)-2-(((S)-1-(cyclopropylamino)-6,6-difluoro-1,2-dioxoheptan-3-yl)carbamoyl)-3,3-dimethylpyrrolidin-1-yl)-3,3-dimethyl-1-oxobutan-2-yl)carbamate C1(CC1)NC(C([C@H](CCC(C)(F)F)NC(=O)[C@H]1N(CCC1(C)C)C([C@H](C(C)(C)C)NC(OC)=O)=O)=O)=O